C(C)(C)(C)OC(=O)N[C@@H]([C@@H](C(=O)O)C)C1=CC=C(C=C1)Cl (2S,3S)-3-(tert-butoxycarbonylamino)-3-(4-chlorophenyl)-2-methyl-propionic acid